N-[3-[[1-(1,3-benzothiazol-2-yl)-2-[3-[(E)-N'-hydroxycarbamimidoyl]phenyl]ethyl]sulfamoyl]phenyl]benzamide S1C(=NC2=C1C=CC=C2)C(CC2=CC(=CC=C2)\C(\N)=N/O)NS(=O)(=O)C=2C=C(C=CC2)NC(C2=CC=CC=C2)=O